ClC1=C(C=CC2=C1C(=N[C@H](C=1N2C=C(N1)C(=O)N1CC(C1)OCC)C)C1=NC=CC=C1F)C(F)(F)F [(4S)-7-chloro-6-(3-fluoro-2-pyridyl)-4-methyl-8-(trifluoromethyl)-4H-imidazo[1,2-a][1,4]benzodiazepin-2-yl]-(3-ethoxyazetidin-1-yl)methanone